N-methoxycarbonyl-3-trifluoromethylpyridine COC(=O)N1CC(=CC=C1)C(F)(F)F